FC1=NC=C(C=C1S(=O)(=O)N)C 2-fluoro-5-methylpyridine-3-sulfonamide